B(C1=CC=CC=C1CNC2=CC=CC=C2)(O)O 2-(N-PHENYLAMINOMETHYL)PHENYLBORONIC ACID